BrC(/C(=C(\CF)/F)/F)F Z-1-bromo-1,2,3,4-tetrafluorobut-2-ene